6-((1H-pyrazol-3-yl)sulfonyl)-2-((2,3-dihydrofuro[3,2-b]pyridin-5-yl)methyl)phthalazin-1(2H)-one N1N=C(C=C1)S(=O)(=O)C=1C=C2C=NN(C(C2=CC1)=O)CC1=CC=C2C(=N1)CCO2